C1(=CC=CC=C1)C1CC(CC2=CC=CC=C12)N(C)C 4-phenyl-2-dimethylaminotetralin